2-(4-chlorophenyl)propylboronic acid pinacol ester ClC1=CC=C(C=C1)C(CB1OC(C)(C)C(C)(C)O1)C